FC(S(=O)(=O)C1=CC=C(C=C1)N1C(N(C(C1=O)(C)C)CC1=C2C(=NC=C1)NC(C2)=O)=O)F 3-(4-((difluoromethyl)sulfonyl)phenyl)-5,5-dimethyl-1-((2-oxo-2,3-dihydro-1H-pyrrolo[2,3-b]pyridin-4-yl)methyl)imidazolidine-2,4-dione